(E)-2-pentenoic acid C(\C=C\CC)(=O)O